3-chloro-4-(2-(2,6-diethylphenyl)-6,6-dimethyl-2,4,5,6-tetrahydropyrrolo[3,4-c]Pyrazol-3-yl)-7-fluoro-1H-indole hydrochloride Cl.ClC1=CNC2=C(C=CC(=C12)C1=C2C(=NN1C1=C(C=CC=C1CC)CC)C(NC2)(C)C)F